methyl cyclopropylglycylglycinate C1(CC1)NCC(=O)NCC(=O)OC